Bis(p-bromophenyl){p-[o-(p-octylphenyl)phenyl]phenyl}amine BrC1=CC=C(C=C1)N(C1=CC=C(C=C1)C1=C(C=CC=C1)C1=CC=C(C=C1)CCCCCCCC)C1=CC=C(C=C1)Br